1,4-Dimethyl-3-(trifluoromethyl)-7-oxabicyclo[2.2.1]hepta-2,5-diene-2-carboxylic acid CC12C(=C(C(C=C1)(O2)C)C(F)(F)F)C(=O)O